NC1=C(C(=O)NC23CCC(CC2)(CC3)O)C=C(C=N1)C1=CC=C(C=C1)[C@@]13CN(C[C@H]3C1)C1CCOCC1 2-amino-N-(4-hydroxy-bicyclo-[2.2.2]octan-1-yl)-5-(4-((1R,5S)-3-(tetrahydro-2H-pyran-4-yl)-3-azabicyclo[3.1.0]-hexan-1-yl)phenyl)nicotinamide